C1(CCCC1)CN1C(=NC2=NC=C(C=C21)C=2C(=NOC2C)C)N2CCOCC2 4-(1-(cyclopentylmethyl)-6-(3,5-dimethylisoxazol-4-yl)-1H-imidazo[4,5-b]pyridin-2-yl)morpholine